C(C)(C)(C)OC(=O)N1C[C@H]([C@@H](C1)C)COC1=CC=C(C=C1)S(=O)(=O)C.ClC1=CC=C(C=C1)C=C(CC)CC |r| 1-chloro-4-(2-ethylbut-1-en-1-yl)benzene rac-trans-tert-butyl-3-(4-methanesulfonylphenoxymethyl)-4-methylpyrrolidine-1-carboxylate